C(CCC)P(C1=C(C=CC=C1)C)CCCC di-n-butyl(o-tolyl)phosphine